(1R,3S)-3-{3-[(1,2-oxazol-5-ylacetyl)amino]-1H-pyrazol-5-yl}cyclopentyl cyclobutyl-carbamate C1(CCC1)NC(O[C@H]1C[C@H](CC1)C1=CC(=NN1)NC(CC1=CC=NO1)=O)=O